N-(3-(6-(4-aminophenyl)-1H-benzo[d]imidazol-1-yl)phenyl)methanesulfonamide NC1=CC=C(C=C1)C=1C=CC2=C(N(C=N2)C=2C=C(C=CC2)NS(=O)(=O)C)C1